[Au].[Ti].[Sn].[Cu] copper-tin-titanium gold